(S)-N-((S)-1-(5-(1,8-Naphthyridin-3-yl)-1H-imidazol-2-yl)-7-oxononyl)-6-methyl-6-azaspiro[2.5]octan-1-carboxamid N1=CC(=CC2=CC=CN=C12)C1=CN=C(N1)[C@H](CCCCCC(CC)=O)NC(=O)[C@H]1CC12CCN(CC2)C